CC(C)(C)[Si](C)(C)ON O-(tert-butyldimethylsilyl)hydroxylamine